COC1=CC(=CC(=C1O)OC)/C=C/C(=O)OC2[C@@H](CC(C[C@H]2O)(C(=O)O)O)O The molecule is a cinnamate ester obtained by formal condensation of the carboxy group of sinapic acid with the 4-hydroxy group of (-)-quinic acid. It is a cinnamate ester and a quinic acid. It derives from a (-)-quinic acid and a trans-sinapic acid.